BrC1=C(NC2=CC=C(C=C12)Br)C(=O)O 3,5-dibromo-indole-2-carboxylic acid